BrC=1C=C(C=C(C1)F)CC(=O)[O-] 3-bromo-5-fluorophenylacetate